m-methoxyphenylthiophenic acid COC=1C=C(C=CC1)C1=C(SC=C1)C(=O)O